1-(1-(1-methylpiperidin-4-yl)-1H-indol-4-yl)dihydropyrimidine-2,4(1H,3H)-dione CN1CCC(CC1)N1C=CC2=C(C=CC=C12)N1C(NC(CC1)=O)=O